FC1=C(C(=O)O)C(=C(C(=C1F)SC)F)F 2,3,5,6-tetrafluoro-4-(methylthio)benzoic acid